(1-methanesulfonylpiperidin-4-yl)methanol CS(=O)(=O)N1CCC(CC1)CO